ClC1=C2C(=NC=3C=C(C(=CC13)OC)OC[C@@H](CN1CCCC1)C)CCC2 1-[(2R)-3-({9-chloro-7-methoxy-1H,2H,3H-cyclopenta[b]quinolin-6-yl}oxy)-2-methylpropyl]pyrrolidine